C(C)(C)[Ge](COC1=CC=C(C=C1C=1C(=C(C=C(C1)C)N1C2=CC=CC=C2C=2C=CC=CC12)O)F)(COC1=CC=C(C=C1C=1C(=C(C=C(C1)C)N1C2=CC=CC=C2C=2C=CC=CC12)O)F)C(C)C 6',6'''-(((diisopropylgermanediyl)bis(methylene))bis(oxy))bis(3-(9H-carbazol-9-yl)-3'-fluoro-5-methyl-[1,1'-biphenyl]-2-ol)